1-N-(4-cyclobutylphenyl)cyclohexane-1,4-diamine C1(CCC1)C1=CC=C(C=C1)NC1CCC(CC1)N